(Rac)-trans-2-[(6-{[2-[(benzyloxy)methyl]cyclopropyl]methoxy}-5-(3-fluoroazetidin-1-yl)pyridin-2-yl)formamido]-2-ethylbutanoic acid C(C1=CC=CC=C1)OC[C@H]1[C@@H](C1)COC1=C(C=CC(=N1)C(=O)NC(C(=O)O)(CC)CC)N1CC(C1)F |r|